CN1N=C2C(=CC(=CC2=C1)C1=CC2=C(C=N1)N=C(S2)N(C2CCNCC2)C)C#N 2-Methyl-5-{2-[methyl(piperidin-4-yl)amino][1,3]thiazolo[4,5-c]pyridin-6-yl}-2H-indazol-7-carbonitril